BrC=1C=C2C(CCOC2=CC1)=NS(=O)C(C)(C)C N-(6-bromochroman-4-ylidene)-2-methylpropane-2-sulfinamide